Tert-Butyl 4-(6-(benzylamino)-3-(furan-3-yl)pyridin-2-yl)piperazine-1-carboxylate C(C1=CC=CC=C1)NC1=CC=C(C(=N1)N1CCN(CC1)C(=O)OC(C)(C)C)C1=COC=C1